N1N=CC(=C1)C=1C=CC(=NC1)N1C(N(C2(C1)CCN(CC2)CCO)CC2=CC(=CC=C2)OC)=O 3-(5-(1H-pyrazol-4-yl)pyridin-2-yl)-8-(2-hydroxyethyl)-1-(3-methoxybenzyl)-1,3,8-triazaspiro[4.5]decan-2-one